2-fluoro-5-((6-fluoro-1-tosyl-4-vinyl-1H-indol-5-yl)oxy)benzonitrile FC1=C(C#N)C=C(C=C1)OC=1C(=C2C=CN(C2=CC1F)S(=O)(=O)C1=CC=C(C)C=C1)C=C